CN1C(C2(C3=CC=CC=C13)CCC(CC2)=O)=O 1'-methyl-spiro[cyclohexane-1,3'-indole]-2',4-dione